N-(4-((2-amino-3-(morpholinomethyl)pyridin-4-yl)oxy)-3,5-difluorophenyl)-1-(pyrimidin-2-yl)-5-(trifluoromethyl)-1H-pyrazole-4-carboxamide NC1=NC=CC(=C1CN1CCOCC1)OC1=C(C=C(C=C1F)NC(=O)C=1C=NN(C1C(F)(F)F)C1=NC=CC=N1)F